CC(=C(C(=O)O)CC1CO1)C.C(C(=C)CC(=O)O)(=O)O itaconic acid dimethyl-glycidyl-acrylate